(E)-3-(3-fluoro-4-hydroxyphenyl)-1-(4-(methylthio)phenyl)prop-2-en-1-one FC=1C=C(C=CC1O)/C=C/C(=O)C1=CC=C(C=C1)SC